CC1=C(C=CC(=N1)N)N1CCC2(OCCO2)CC1 6-methyl-5-(1,4-dioxa-8-azaspiro[4.5]decan-8-yl)pyridin-2-amine